4-{(9,9-dimethylfluoren-2-yl)-(biphenyl-4-yl)amino}-1-(9-phenylcarbazol-3-yl)-2-phenyl-benzene CC1(C2=CC=CC=C2C=2C=CC(=CC12)N(C1=CC(=C(C=C1)C=1C=CC=2N(C3=CC=CC=C3C2C1)C1=CC=CC=C1)C1=CC=CC=C1)C1=CC=C(C=C1)C1=CC=CC=C1)C